2-hydroxy-ethoxy-propane OCCOCCC